N-(2-(2-(4-(2-chlorobenzyloxy)phenoxy)ethoxy)ethyl)cyclohexylamine ClC1=C(COC2=CC=C(OCCOCCNC3CCCCC3)C=C2)C=CC=C1